C1(=CC=CC2=CC=CC=C12)C(=O)C1=C(C=CC=C1)N 1-naphthyl-2-aminophenyl-methanone